C(#N)C1=C(C=C(C=N1)NC([C@@](CN1N=CC(=C1)C(F)(F)F)(C)O)=O)C(F)(F)F (S)-N-(6-Cyano-5-(trifluoromethyl)pyridin-3-yl)-2-hydroxy-2-methyl-3-(4-(trifluoromethyl)-1H-pyrazol-1-yl)propanamide